NC1=NC2=CC=C(C=C2C=C1C)C(=O)NN(C1=NC=CC=N1)C 1-(2-amino-3-methylquinoline-6-carbonyl)-2-methyl-2-(pyrimidin-2-yl)hydrazine